ClC1=C(C=C(OC[C@H](C)NC(OC(C)(C)C)=O)C=C1)C1(CC1)NC(CC)=O tert-butyl N-[(1S)-2-[4-chloro-3-[1-(propanoylamino)cyclopropyl]phenoxy]-1-methyl-ethyl]carbamate